C1=CC=C2C(=C1)OC3=C(O2)C(=C(C(=C3Cl)Cl)Cl)Cl 1,2,3,4-tetrachlorodibenzo-p-dioxin